FC=1C(=CC=2C3=C(N=C(C2C1)NCCO)COCC3N(C(=O)C=3NC1=CC(=C(C=C1C3)F)F)C)F N-(8,9-Difluoro-6-((2-hydroxyethyl)amino)-1,4-dihydro-2H-pyrano[3,4-c]isoquinolin-1-yl)-5,6-difluoro-N-methyl-1H-indole-2-carboxamide